8-hydroxy-2-deoxyguanosine C1[C@@H]([C@H](O[C@H]1N2C3=C(C(=O)NC(=N3)N)NC2=O)CO)O